C(CC)NS(=O)(=O)C1CCCCC1 propyl-cyclohexylsulfonamide